C(CC1=CC=CC=C1)N1C(=NC2=C1C=CC=C2)C 1-Phenethyl-2-methyl-benzo[d]imidazole